COC=1N=NC(=CC1C1=CC(=NC=C1C(=O)O)C)C 4-(3-methoxy-6-methylpyridazin-4-yl)-6-methylnicotinic Acid